(E)-4-Ethyl-4-octenoic acid C(C)/C(/CCC(=O)O)=C\CCC